C([C@@H]1[C@@H]([C@@H]([C@H]([C@H](O1)O[C@H](CO)[C@H]([C@@H]([C@@H](CO)O)O)O)O)O)O)O The molecule is a disaccharide that is D-mannitol in which the hydroxy group at position 2 has been converted into its alpha-D-galactopyranoside It derives from a D-mannitol.